(S)-(1-((5-aminopentyl)amino)-5-(3-hydroxyphenyl)-1-oxopent-2-yl)carbamic acid tert-butyl ester C(C)(C)(C)OC(N[C@H](C(=O)NCCCCCN)CCCC1=CC(=CC=C1)O)=O